CN(C)CC1=C(C=CC(=N1)NC=1C=CC(=C2C=CN=CC12)C1=CN=C2N1C=CC(=C2)F)N2CCC(CC2)(COC)O 8-((6-((dimethyl-amino)methyl)-5-(4-hydroxy-4-(methoxy-methyl)piperidin-1-yl)pyridin-2-yl)amino)-5-(7-fluoro-imidazo[1,2-a]pyridin-3-yl)isoquinolin